ClC1=C(OC2=C(OCC(=O)OCC3CC3)C=CC=C2)C=C(C(=C1)F)N1C(N(C(=CC1=O)C(F)(F)F)C)=O cyclopropylmethyl (2-{2-chloro-4-fluoro-5-[3-methyl-2,6-dioxo-4-(trifluoromethyl)-3,6-dihydropyrimidin-1(2H)-yl]phenoxy}phenoxy)acetate